CC1=CC=C2C(=NC(=NC2=C1)N1[C@@H](CCC1)C(=O)N)NC=1N=CN(C1)C1=CC(=C(C(=C1)OC)OC)OC (S)-1-(7-methyl-4-((1-(3,4,5-trimethoxyphenyl)-1H-imidazol-4-yl)amino)quinazolin-2-yl)pyrrolidine-2-carboxamide